F[C@]1(CCCNC1)C (3S,5S)-5-fluoro-5-methylpiperidin